di(β-D-xylopyranosyl)amine [C@@H]1([C@H](O)[C@@H](O)[C@H](O)CO1)N[C@H]1[C@H](O)[C@@H](O)[C@H](O)CO1